FC1=CC=C(C=C1)C=1C(=C2N(N1)[C@H](CC2)C)C2=C1C(=NC=C2)NN=C1 4-[(6S)-2-(4-Fluorophenyl)-6-methyl-5,6-dihydro-4H-pyrrolo[1,2-b]pyrazol-3-yl]-1H-pyrazolo[3,4-b]pyridine